C(C)OC=1C(C=C2[C@H](CCC3=C(C2=CC1OCC)C(=C(C(=C3)OC)OC)OC)NC(C)=O)=O (S)-N-(10,11-diethoxy-1,2,3-trimethoxy-9-oxo-5,6,7,9-tetrahydrobenzo[a]heptalen-7-yl)acetamide